CCC(O)(N)C Dimethyl-aminoethanol